3-[6-(3-Dimethylphosphoryl-5-methyl-1-piperidyl)pyrimidin-4-yl]-6-(trifluoromethyl)imidazo[1,2-b]pyridazine CP(=O)(C)C1CN(CC(C1)C)C1=CC(=NC=N1)C1=CN=C2N1N=C(C=C2)C(F)(F)F